C(#N)C=1C=C(C=CC1)C1=CC=CC(=C1)NC1=CC2=C(C=N1)N(C(N2[C@H]2C[C@@H](CC2)NC(=O)OC)=O)C 3'-cyano-5-((1-((1R,3R)-3-((methoxycarbonyl)amino)cyclopentyl)-3-methyl-2-oxo-2,3-dihydro-1H-imidazo[4,5-c]pyridin-6-yl)amino)-[1,1'-biphenyl]